ClC1=C(C=C(C=C1)F)C(=O)C1=C(C=2C=NN(C2C=C1F)CC(F)F)C#N 5-[(2-chloro-5-fluorophenyl)carbonyl]-1-(2,2-difluoroethyl)-6-fluoroindazole-4-carbonitrile